FC(C1=NN2C(N=C(C=C2NCC2(CN(C2)C(=O)NC2CCC(CC2)O)C2=CC=C(C=C2)F)C(F)(F)F)=C1)(F)F 3-(((2,5-Bis(trifluoromethyl)pyrazolo[1,5-a]pyrimidin-7-yl)amino)methyl)-3-(4-fluorophenyl)-N-((1r,4r)-4-hydroxycyclohexyl)azetidine-1-carboxamide